tert-butyl (1-((2-bromo-N-(4-bromophenyl)acetamido)methyl)cyclopropyl)carbamate BrCC(=O)N(C1=CC=C(C=C1)Br)CC1(CC1)NC(OC(C)(C)C)=O